(R)-1-((S)-pyrrolidin-2-yl)isochroman-6-carbonitrile N1[C@@H](CCC1)[C@@H]1OCCC2=CC(=CC=C12)C#N